C(C1=CC=CC=C1)OC1=C(C(=CC=C1)Br)C#CCC(C)(O)C 5-(2-benzyloxy-6-bromo-phenyl)-2-methyl-pent-4-yn-2-ol